FC(CNC(NC1(CC1)C(=O)OCC)=O)(F)F ethyl 1-(3-(2,2,2-trifluoroethyl)ureido)cyclopropane-1-carboxylate